NC12CC(C1)(C2)NC(=O)C2=NC=1N(C=C2)N=C(C1C1=CC(=NC(=C1)C)Cl)C1=CC(=CC=C1)C#N N-(3-Amino-1-bicyclo[1.1.1]pentanyl)-3-(2-chloro-6-methyl-4-pyridyl)-2-(3-cyanophenyl)pyrazolo[1,5-a]pyrimidine-5-carboxamide